O=S1(N(CCC1)CCCCN1C(=NC=2C(=NC=3C=C(C=CC3C21)C2=CC=CC=C2)N)COCC)=O 1-[4-(1,1-dioxidoisothiazolidin-2-yl)butyl]-2-ethoxymethyl-7-phenyl-1H-imidazo[4,5-c]quinolin-4-amine